2-(3-chloro-4-fluorophenyl)-3-(methylamino)propan-1-one ClC=1C=C(C=CC1F)C(C=O)CNC